C(C)(C)(C)OC(=O)N1CC(CC1)C=1C=C2C(=NC=NC2=CC1)NC1=C(C(=C(C=C1)Cl)Cl)F.ClC=1C(=C(NC2=NC=NC3=CC=C(C=C23)[C@@H]2CN(CC2)C(=O)OC(C)(C)C)C=CC1Cl)F tert-butyl (3R)-3-[4-(3,4-dichloro-2-fluoro-anilino)quinazolin-6-yl]pyrrolidine-1-carboxylate tert-Butyl-3-[4-(3,4-dichloro-2-fluoro-anilino)quinazolin-6-yl]pyrrolidine-1-carboxylate